(S)-5-(2-amino-[1,2,4]triazolo[1,5-a]pyridin-7-yl)-N-(1-(3-fluorophenyl)ethyl)-1-methyl-1H-indole-3-carboxamide NC1=NN2C(C=C(C=C2)C=2C=C3C(=CN(C3=CC2)C)C(=O)N[C@@H](C)C2=CC(=CC=C2)F)=N1